O1NNC2=C1C=CC=C2 dihydrobenzoOxadiazole